(1R,5R,6R)-3-(8-fluoro-2-(((2R,7aS)-2-fluorohexahydro-1H-pyrrolizin-7a-yl)methoxy)-7-(3-hydroxy-2-methylnaphthalen-1-yl)pyrido[4,3-d]pyrimidin-4-yl)-3-azabicyclo[3.2.1]octan-6-ol FC1=C(N=CC2=C1N=C(N=C2N2C[C@H]1C[C@H]([C@@H](C2)C1)O)OC[C@]12CCCN2C[C@@H](C1)F)C1=C(C(=CC2=CC=CC=C12)O)C